N,N'-bis[2-[2-(3,5-di-tert-butyl-4-hydroxyphenyl)ethylcarbonyloxy]ethyl]oxamid C(C)(C)(C)C=1C=C(C=C(C1O)C(C)(C)C)CCC(=O)OCCNC(=O)C(=O)NCCOC(=O)CCC1=CC(=C(C(=C1)C(C)(C)C)O)C(C)(C)C